C(#N)OC(C=C)=O.[K] potassium cyanoacrylate